C(CCC)C1C(=NN(C1(C(=O)NCC1(CN(C1)C)OC)C)C1=C(C=C(C=C1)F)F)C1=CC=C(C=C1)F 4-butyl-1-(2,4-difluorophenyl)-3-(4-fluorophenyl)-N-((3-methoxy-1-methylazetidin-3-yl)methyl)-5-methyl-4,5-dihydro-1H-pyrazole-5-carboxamide